FC1=CC=C(CNC(C2=CC(=C(C=C2)N2CCN(CC2)C)[N+](=O)[O-])=O)C=C1 N-(4-fluorobenzyl)-4-(4-methylpiperazin-1-yl)-3-nitrobenzamide